[2,2-dimethyl-1-[[4-methyl-3-[[1-(1-naphthyl)cyclopropyl] carbamoyl]phenoxy]methyl]propyl]carbamate CC(C(COC1=CC(=C(C=C1)C)C(NC1(CC1)C1=CC=CC2=CC=CC=C12)=O)NC([O-])=O)(C)C